C[Si](C=1C=C(C=CC1)CC#N)(C)C m-trimethylsilyl-benzeneacetonitrile